[N].N[C@@H](CC1=CNC2=CC=CC=C12)C(=O)O L-tryptophan nitrogen